SCCNCCNCCS N,N'-bis(2-mercaptoethyl)ethylene-diamine